FC=1C=C(C(=NC1)OC)C1COCCN1C1=NC=2N(C=C1)N=CC2C(=O)NC2=CC=C(C=C2)N2CCNCC2 5-(3-(5-fluoro-2-methoxypyridin-3-yl)morpholino)-N-(4-(piperazin-1-yl)phenyl)pyrazolo[1,5-a]pyrimidine-3-Carboxamide